N=1C=C(N2C1C=CC=C2)N2C(C=CC2=O)=O (imidazo[1,2-a]pyridin-3-yl)-1H-pyrrole-2,5-dione